3-methyltricyclo(5.2.1.02,6)-deca-3,8-diene CC=1C2C3C=CC(C2CC1)C3